OC=1C=C(C=CC1C1CC(=CC(C1C(=O)C1=C(C=C(C=C1)O)O)C=1C(=CC(=C2C(C(=C(OC12)C1=C(C=C(C=C1)O)O)C=CC(C)=C)=O)O)O)C)[O-] 3-hydroxy-4-{3-methyl-6-[(2,4-dihydroxyphenyl)carbonyl]-5-[3-isoprenyl-5,7-dihydroxy-4-oxo-2-(2,4-dihydroxyphenyl)-4H-chromen-8-yl]cyclohex-3-enyl}phenolate